ClC1=C(C(=CC=C1F)C1=CC(=NC=C1)OC)NC(=O)N=[S@@](=O)(N)C=1C=NN2C1OCCC2 (S)-N'-((2-chloro-3-fluoro-6-(2-methoxypyridin-4-yl)phenyl)carbamoyl)-6,7-dihydro-5H-pyrazolo[5,1-b][1,3]oxazine-3-sulfonimidamide